1-((1-methyl-1H-pyrazol-4-yl)methyl)-3-(4-(4-morpholino-6-(5-(morpholinomethyl)thiophen-2-yl)-1,3,5-triazin-2-yl)phenyl)urea CN1N=CC(=C1)CNC(=O)NC1=CC=C(C=C1)C1=NC(=NC(=N1)N1CCOCC1)C=1SC(=CC1)CN1CCOCC1